1-methyl-1,3-diazinon CN1C(N=CC=C1)=O